2-((quinolin-8-ylmethyl)amino)-9-(5,6,7,8-tetrahydro-1,8-naphthyridin-2-yl)nonanoic acid N1=CC=CC2=CC=CC(=C12)CNC(C(=O)O)CCCCCCCC1=NC=2NCCCC2C=C1